NC(C(C(CC1C(NCC1)=O)NC(C(CCCC)NC(OC(C(C)(C)C1=CC(=CC=C1)Cl)C1=CC=CC=C1)=O)=O)=O)=O 2-(3-chlorophenyl)-2-methyl-1-phenylpropyl (1-((4-amino-3,4-dioxo-1-(2-oxopyrrolidin-3-yl)butan-2-yl)amino)-1-oxohexan-2-yl)carbamate